1-ethyl-8-fluoro-3-((R)-3-((S)-2-hydroxy-3-(3-(methylsulfonyl)phenoxy)propyl-amino)-1-oxa-8-azaspiro[4.5]decan-8-ylsulfonyl)quinolin C(C)N1CC(=CC2=CC=CC(=C12)F)S(=O)(=O)N1CCC2(C[C@H](CO2)NC[C@@H](COC2=CC(=CC=C2)S(=O)(=O)C)O)CC1